C(C)(C)(C)O.[K] potassium tertiary butyl alcohol